C(C)N1N=C(C=C1C1[C@H]2CC(C[C@@H]12)O)C=1C=NC=C(C1)C(F)(F)F (1R,5S,6r)-6-[2-ethyl-5-[5-(trifluoromethyl)-3-pyridyl]pyrazol-3-yl]bicyclo[3.1.0]hexan-3-ol